O1C(COC2=NC=CC=C21)COC2=NC(N1C(C3=CC=C(C=C3CC1)NCC#N)=C2)=O [2-(2,3-Dihydro-[1,4]dioxino[2,3-b]pyridin-2-ylmethoxy)-4-oxo-6,7-dihydro-4H-pyrimido[6,1-a]isoquinolin-9-ylamino]-acetonitrile